N1=CN=CC1 (S)-5H-imidazole